N1=C2C(=CC=C1)C(CC2)O 6,7-dihydro-5H-cyclopenta[b]pyridin-5-ol